F[C@H]1[C@@H]2CCC(C[C@H]1N(C=1N=CC(=NC1)C1=C(C=C(C=C1)[C@H]1CC(NC1)=O)O)C)N2 (4R)-4-[4-(5-{[(1S,2S,3R)-2-fluoro-8-azabicyclo[3.2.1]octan-3-yl](methyl)amino}pyrazin-2-yl)-3-hydroxyphenyl]pyrrolidin-2-one